N1=CN=C2NC=NC2=C1C=1C(=NC=CC1)NC=1C=C(C=CC1C)NC(CC1CC(NCC1)C(F)(F)F)=O N-(3-(3-(9H-purin-6-yl)pyridin-2-ylamino)-4-methylphenyl)-2-(2-(trifluoromethyl)piperidin-4-yl)acetamide